COC=1C=C2CCN3C(C2=CC1OC)=CC(=NC3=O)N(C(CNC(=O)N)=O)S(=O)(=O)C N-(9,10-dimethoxy-4-oxo-6,7-dihydro-4H-pyrimido[6,1-a]isoquinolin-2-yl)-N-methanesulfonyl-2-ureidoacetamide